tert-butyl (8aS)-5-bromo-8a,9,11,12-tetrahydropyrazino[2',1':3,4][1,4]oxazepino[5,6,7-de]quinazoline-10(8H)-carboxylate BrC=1C=C2C3=C(N=CN=C3C1)N1[C@H](CO2)CN(CC1)C(=O)OC(C)(C)C